FC=1C=C2CCC(N(C2=CC1)CC1=NC=C(C=C1)C1=NOC(=N1)C(F)(F)F)=O 6-fluoro-1-({5-[5-(trifluoromethyl)-1,2,4-oxadiazol-3-yl]pyridin-2-yl}methyl)-3,4-dihydroquinolin-2(1H)-one